CC1CNC2=CC(=CC=C12)C(=O)NC=1C=NC=C(C1)C(F)(F)F 3-methyl-N-(5-(trifluoromethyl)pyridin-3-yl)indoline-6-carboxamide